N-(3-(difluoromethyl)phenyl)-5-(2-(((1R,3R)-3-hydroxycyclopentyl)amino)-2-oxoacetyl)-1,2,4-trimethyl-1H-pyrrole-3-carboxamide FC(C=1C=C(C=CC1)NC(=O)C1=C(N(C(=C1C)C(C(=O)N[C@H]1C[C@@H](CC1)O)=O)C)C)F